OCC1CN(CC(N1)C=1C(=C2COC(C2=CC1)=O)C)CC=1C=NN(C1)C1=NC=C(C#N)C(=C1)OC 6-(4-((3-(hydroxymethyl)-5-(4-methyl-1-oxo-1,3-dihydroisobenzofuran-5-yl)piperazin-1-yl)methyl)-1H-pyrazol-1-yl)-4-methoxynicotinonitrile